(2R)-5-guanidino-N-(4-hydroxybenzyl)-2-(2-phenyl-2-(4-phenylpiperazin-1-yl)acetamido)pentanamide N(C(=N)N)CCC[C@H](C(=O)NCC1=CC=C(C=C1)O)NC(C(N1CCN(CC1)C1=CC=CC=C1)C1=CC=CC=C1)=O